2-(2-pyridyldithio)-3-pyridinol N1=C(C=CC=C1)SSC1=NC=CC=C1O